OSCCNC(CCNC([C@@H](C(COP(OP(OC[C@@H]1[C@H]([C@H]([C@@H](O1)N1C=NC=2C(N)=NC=NC12)O)OP(=O)(O)O)(=O)O)(=O)O)(C)C)O)=O)=O hydroxy-CoA